3-Methyl-2-{7-[(1S*,2S*,5R*)-8-methyl-8-azabicyclo[3.2.1]octan-2-yl]-6,7-dihydro-5H-pyrrolo[2,3-c]pyridazin-3-yl}-5-(trifluoromethyl)phenol CC=1C(=C(C=C(C1)C(F)(F)F)O)C1=CC2=C(N=N1)N(CC2)[C@@H]2[C@@H]1CC[C@H](CC2)N1C |o1:21,22,25|